CNC(COC1=CC2=CC(=CC=3OC[C@@H](N(C1=O)C32)C)[N+](=O)[O-])=O N-methyl-2-[[(2S)-2-methyl-7-nitro-12-oxo-4-oxa-1-azatricyclo[7.3.1.05,13]trideca-5(13),6,8,10-tetraen-11-yl]oxy]acetamide